FC1=CC=C(C=C1)N1N=CC(=N1)NCC1=C(N=NN1C)C1=CC=C(C(=N1)C)O[C@@H]1C[C@H](CCC1)C(=O)O (1S,3S)-3-((6-(5-(((2-(4-fluorophenyl)-2H-1,2,3-triazol-4-yl)amino)methyl)-1-methyl-1H-1,2,3-triazol-4-yl)-2-methyl-pyridin-3-yl)oxy)cyclohexane-1-carboxylic acid